diphenylmethylene disulfide C1(=CC=CC=C1)C1(C2=CC=CC=C2)SS1